bis-(1-methyl-2-hydroxyethyl)-dimethyl-ammonium methylsulfate COS(=O)(=O)[O-].CC(CO)[N+](C)(C)C(CO)C